N1C=NC(=C1)CNC(=O)C1=C(N(C2=NC(=C(C=C21)C)C)C2=C(C(=CC=C2C)O)C)N (S)-N-((1H-imidazol-4-yl)methyl)-2-amino-1-(3-hydroxy-2,6-dimethylphenyl)-5,6-dimethyl-1H-pyrrolo[2,3-b]pyridine-3-carboxamide